OC1=CC(=NC=C1)C(F)(F)F 4-hydroxy-2-(trifluoromethyl)pyridine